N-[4-Amino-6-methyl-2-(4-trifluoromethylbenzylamino)-pyrimidin-5-yl]-3,3-dimethylbutyramide NC1=NC(=NC(=C1NC(CC(C)(C)C)=O)C)NCC1=CC=C(C=C1)C(F)(F)F